diaminooctafluoroanthraquinone NC1(C(C=2C(C3=C(C(=C(C(=C3C(C2C(=C1F)F)=O)F)F)F)F)=O)(F)N)F